3-(4-phenyl-1-piperazinyl)-1,2-propanediol C1(=CC=CC=C1)N1CCN(CC1)CC(CO)O